2-(2-(2-Fluoropyridin-4-yl)-6-isopropylphenyl)acetic acid methyl ester COC(CC1=C(C=CC=C1C(C)C)C1=CC(=NC=C1)F)=O